BrC=1C(=CC(=C(C1)S(=O)(=O)N(C)C1=C(C=CC=C1)OC)F)Cl 5-bromo-4-chloro-2-fluoro-N-(2-methoxyphenyl)-N-methylbenzenesulfonamide